(4-benzyloxy-2-chloro-6-methyl-3-pyridyl)methanol C(C1=CC=CC=C1)OC1=C(C(=NC(=C1)C)Cl)CO